N1(CCCC1)C1=CC=C(N)C=C1 4-(Pyrrolidin-1-yl)aniline